FC(S(=O)(=O)Cl)(F)F trifluoromethyl-sulfonyl chloride